Methyl 4-bromo-3-methyl-1-(5-(4-(trifluoromethyl) phenyl)-1,3,4-thiadiazol-2-yl)-1H-pyrazole-5-carboxylate BrC=1C(=NN(C1C(=O)OC)C=1SC(=NN1)C1=CC=C(C=C1)C(F)(F)F)C